(S)-α-ethyl-2-oxo-1-pyrrolidineacetic acid methyl ester COC([C@@H](N1C(CCC1)=O)CC)=O